3-benzyl-3-azabicyclo[3.2.1]octane-8-acetaldehyde C(C1=CC=CC=C1)N1CC2CCC(C1)C2CC=O